COC1=CC=C(C(=O)NC2=CC(=CC=C2)C=C2C(NC3=CC=C(C=C23)S(N)(=O)=O)=O)C=C1 4-methoxy-N-(3-((2-oxo-5-sulfamoylindolin-3-ylidene)methyl)phenyl)benzamide